3-(4-aminoimidazo[2,1-f][1,2,4]triazin-7-yl)-N-((1S,4S)-4-hydroxy-4-methylcyclohexyl)-4-methylbenzenesulfonamide NC1=NC=NN2C1=NC=C2C=2C=C(C=CC2C)S(=O)(=O)NC2CCC(CC2)(C)O